Cl.C(C)OC(=O)C=1C(=NC(=NC1)SC)CCN 4-(2-aminoethyl)-2-(methylthio)pyrimidine-5-carboxylic acid ethyl ester hydrochloride